5-(2-((S)-2-(1,3-dimethyl-2,6-dioxo-1,2,3,6-tetrahydro-7H-purin-7-yl) propanamido) thiazol-4-yl)-3,6-diazabicyclo[3.1.1]heptane-3-carboxylate CN1C(N(C=2N=CN(C2C1=O)[C@H](C(=O)NC=1SC=C(N1)C12CN(CC(N1)C2)C(=O)[O-])C)C)=O